BrC1=CC=C(C=C1)C(C=C)(C1=CC=C(C=C1)Br)O 1,1-bis(4-bromophenyl)allyl alcohol